imidazo[3,2-b]pyridazine N=1C=CN2N=CC=CC21